ethyl 4-((1-methylethyl)sulfonamido)-3-(4-(2-((1-methylethyl)sulfonamido)ethyl)phenyl)butanoate CC(C)S(=O)(=O)NCC(CC(=O)OCC)C1=CC=C(C=C1)CCNS(=O)(=O)C(C)C